(S)-2-(4-(6-((6-chloroimidazo[1,2-a]pyridin-2-yl)methoxy)pyridin-2-yl)-2,5-difluorobenzyl)-1-(oxetan-2-ylmethyl)-1H-benzo[d]imidazole-6-carboxylic acid ClC=1C=CC=2N(C1)C=C(N2)COC2=CC=CC(=N2)C2=CC(=C(CC1=NC3=C(N1C[C@H]1OCC1)C=C(C=C3)C(=O)O)C=C2F)F